9-oxo-3,8,10-triazatricyclo[9.4.0.02,7]pentadeca-1(11),2(7),3,5,12,14-hexaene-4-carbonitrile O=C1NC=2C=CC(=NC2C=2C=CC=CC2N1)C#N